N-benzyl-N,N-diethylethanaminium phenolate C1(=CC=CC=C1)[O-].C(C1=CC=CC=C1)[N+](CC)(CC)CC